CNN(C(C(=CCCC)C)=O)NC N,N-dimethylaminopropyl-methacrylamide